ClC1=C(C=C(C(=C1)O)OCC(=C)C)CN1OCC(C1=O)(C)C 2-[[2-Chloro-4-hydroxy-5-(2-methylallyloxy)phenyl]methyl]-4,4-dimethyl-isoxazolidin-3-one